C(C)(C)(C)OC(=O)N1N=C(C=C1C)NC1=NC(=CC(=N1)C1CCC(CC1)(C(=O)OC)OC)C 3-((4-(4-methoxy-4-(methoxycarbonyl)cyclohexyl)-6-methylpyrimidin-2-yl)amino)-5-methyl-1H-pyrazole-1-carboxylic acid tert-butyl ester